C(#N)C=1C2=C(SC1)CC(CC2)NC(=O)[C@H]2N([C@H]1C[C@]1(C2)C)C(CNC(C2=CC=C(C=C2)OC2=CC=CC=C2)=O)=O (1S,3S,5S)-N-(3-cyano-4,5,6,7-tetrahydrobenzo[b]thiophen-6-yl)-5-methyl-2-((4-phenoxybenzoyl)glycyl)-2-azabicyclo[3.1.0]hexane-3-carboxamide